SCC(CS)O 1,3-dimercaptopropane-2-ol